FC=1C=C2C=C(C=C(C2=CC1)N(C)C)C=1C=C(C=CC1)C 6-fluoro-N,N-dimethyl-3-(m-tolyl)naphthalen-1-amine